C1(CCCC1)C1N(CC(CC1)C)C(C(=O)NC=1C=C(C(=NC1)NC(OC(C)(C)C)=O)C)=O tert-butyl (5-(2-(2-cyclopentyl-5-methylpiperidin-1-yl)-2-oxoacetamido)-3-methylpyridin-2-yl)carbamate